C(C)(C)(C)OC(=O)N[C@H](C(=O)N1N[C@@H](CCC1)C(=O)OC)CC1=CC(=CC(=C1)B1OC(C(O1)(C)C)(C)C)CF methyl (3S)-1-[(2S)-2-[(tert-butoxycarbonyl)amino]-3-[3-(fluoromethyl)-5-(4,4,5,5-tetramethyl-1,3,2-dioxaborolan-2-yl)phenyl]propanoyl]-1,2-diazinane-3-carboxylate